N-[4-[4-[6-chloro-4-(trifluoromethyl)-2-pyridinyl]piperazin-1-yl]sulfonyl-2-hydroxy-phenyl]benzamide ClC1=CC(=CC(=N1)N1CCN(CC1)S(=O)(=O)C1=CC(=C(C=C1)NC(C1=CC=CC=C1)=O)O)C(F)(F)F